2,3,3,5,8-pentamethylnona-1,7-dien-4-one CC(=C)C(C(C(CC=C(C)C)C)=O)(C)C